9-(3-chloro-2-(4,6-diphenyl-1,3,5-triazin-2-yl)phenyl)-9H-carbazole ClC=1C(=C(C=CC1)N1C2=CC=CC=C2C=2C=CC=CC12)C1=NC(=NC(=N1)C1=CC=CC=C1)C1=CC=CC=C1